COC1C(COC1)C 4-methoxy-3-methyltetrahydrofuran